tri-hydroxy triacrylate C(C=C)(=O)OO.C(C=C)(=O)OO.C(C=C)(=O)OO